FC(C(=O)O)(C1(CCCCC1)O)F 2,2-difluoro-2-(1-hydroxycyclohexyl)acetic acid